N-(3-(3-borono-5-fluorobenzamido)propyl)-N-(3-borono-5-fluorobenzoyl)glycine tert-butyl-4-{2-[(4-bromopyridin-2-yl)carbamoyl]ethyl}piperazine-1-carboxylate C(C)(C)(C)C1N(CCN(C1)CCC(NC1=NC=CC(=C1)Br)=O)C(=O)O.B(O)(O)C=1C=C(C(=O)NCCCN(CC(=O)O)C(C2=CC(=CC(=C2)F)B(O)O)=O)C=C(C1)F